3-(4-chlorophenyl)-4-phenyl-N-((4-(trifluoromethyl)phenyl)sulfonyl)-4,5-dihydro-1H-pyrazole-1-carboxamide ClC1=CC=C(C=C1)C1=NN(CC1C1=CC=CC=C1)C(=O)NS(=O)(=O)C1=CC=C(C=C1)C(F)(F)F